3-((8-fluoro-2-(6-methoxypyridin-3-yl)-2,3-dihydrobenzo[b][1,4]dioxin-6-yl)methyl)-6-iodo-3H-imidazo[4,5-b]pyridine FC1=CC(=CC2=C1OC(CO2)C=2C=NC(=CC2)OC)CN2C=NC=1C2=NC=C(C1)I